ClC=1C=C(CNC(=O)C23CC4(CC(CC(C2)C4)C3)C3=CC=C(C=C3)Cl)C=CC1F 3-(4-Chloro-phenyl)-adamantane-1-carboxylic acid 3-chloro-4-fluoro-benzylamide